F[C@H]1[C@H](C1)C(=O)NC1=NC=C2C=C(C(N(C2=C1)C)=O)C=1C=NC(=CC1C)[C@](CC=C)([2H])O (1R,2R)-2-fluoro-N-(3-(6-((R)-1-hydroxybut-3-en-1-yl-1-d)-4-methylpyridin-3-yl)-1-methyl-2-oxo-1,2-dihydro-1,6-naphthyridin-7-yl)cyclopropane-1-carboxamide